3-amino-tridecanoic acid NC(CC(=O)O)CCCCCCCCCC